CN1OC(=CC1B(O)O)C 2,5-dimethylisoxazoleboronic acid